ClC=1C(=CC(=C(CN[C@@H](CCO)C(=O)O)C1)OCC=1C=NC=C(C1)C#N)OC1CCC2=C(C=CC=C12)C1=C(C(=CC=C1)OCCCNC[C@@H](CO)O)Cl (5-Chloro-4-((4-(2-chloro-3-(3-(((S)-2,3-dihydroxypropyl)amino)propoxy)phenyl)-2,3-dihydro-1H-inden-1-yl)oxy)-2-((5-cyanopyridin-3-yl)methoxy)benzyl)-L-homoserin